N-(6-{[6,7-bis(methyloxy)quinolin-4-yl]oxy}-5-chloropyridin-3-yl)-N'-phenylcyclopropane-1,1-dicarboxamide COC=1C=C2C(=CC=NC2=CC1OC)OC1=C(C=C(C=N1)NC(=O)C1(CC1)C(=O)NC1=CC=CC=C1)Cl